P(=O)(OC[C@H]1O[C@H](C[C@@H]1O)N1C=2N=C(NC(C2N=C1)=O)N)(O[C@@H]1[C@H](O[C@H](C1)N1C(N=C(N=C1)N)=O)CO)[O-] [(2R,3S,5R)-5-(2-amino-6-oxo-1H-purin-9-yl)-3-hydroxyoxolan-2-yl]methyl [(2R,3S,5R)-5-(4-amino-2-oxo-1,3,5-triazin-1-yl)-2-(hydroxymethyl)oxolan-3-yl] phosphate